methyl 2-(tert-butoxycarbonylamino)-5-[3-[tert-butyl(dimethyl)silyl]oxyprop-1-ynyl]thiazole-4-carboxylate C(C)(C)(C)OC(=O)NC=1SC(=C(N1)C(=O)OC)C#CCO[Si](C)(C)C(C)(C)C